ClC1=NC=C2C(=N1)N(N=C2)C2CCC(CC2)CO[Si](C(C)C)(C(C)C)C(C)C [4-(6-chloropyrazolo[3,4-d]pyrimidin-1-yl)cyclohexyl]methoxy-triisopropyl-silane